2,4-dichloro-6-methanesulfonyl-pyrimidine-5-carboxylic acid methyl ester COC(=O)C=1C(=NC(=NC1S(=O)(=O)C)Cl)Cl